1,6-Anhydro-2-deoxy-2-iodo-β-D-glucose I[C@H]1[C@H]2O[C@@H]([C@H]([C@@H]1O)O)CO2